(S)-4-(2-(2-(3-(2-hydroxypropyl-amino)-3-oxopropyl)-5-methyl-1,2,3,4-tetrahydroisoquinolin-7-yl)-5H-pyrrolo[2,3-b]pyrazin-7-yl)-N,N,2-trimethylbenzamide O[C@H](CNC(CCN1CC2=CC(=CC(=C2CC1)C)C=1N=C2C(=NC1)NC=C2C2=CC(=C(C(=O)N(C)C)C=C2)C)=O)C